C1(CCCCC1)C(CC)(OC(=O)COC(=O)C1C2C=CC(C1)C2)C2CCCCC2 5-(1,1-dicyclohexylpropoxycarbonylmethyloxycarbonyl)-bicyclo[2.2.1]hept-2-ene